FC=1C=C(C(=NC1)OC)C1COCCN1C1=NC=2N(C=C1)N=CC2 5-(3-(5-fluoro-2-methoxypyridin-3-yl)morpholino)pyrazolo[1,5-a]pyrimidine